butenyl-benzyl-phosphinic acid C(=CCC)P(O)(=O)CC1=CC=CC=C1